C1ON2C(CCCC2)O1 methylenedioxypiperidine